6-chloro-3-((1-(4-(2,2-difluoroethyl)-3-ethyl-7-methyl-5-oxo-4,5-dihydro-3H-pyrazolo[3,4-c]isoquinolin-9-yl)ethyl)amino)-N-methyl-[2,3'-bipyridine]-6'-carboxamide ClC1=CC=C(C(=N1)C=1C=NC(=CC1)C(=O)NC)NC(C)C=1C=2C3=C(N(C(C2C=C(C1)C)=O)CC(F)F)N(N=C3)CC